O1C=CN=CC=CN=CN=CC2=C1C=CC=C2 [1,4,8,10]benzoxatriazacyclotridecin